(1-β-D-Ribofuranosyl)-2(1H)-pyrimidinone [C@@H]1([C@H](O)[C@H](O)[C@H](O1)CO)N1C(N=CC=C1)=O